C(C)(C)(C)OC(N[C@H](C(N1CCN(CC1)C1=NC=C(C=N1)C(F)(F)F)=O)C)=O (S)-(1-oxo-1-(4-(5-(trifluoromethyl)pyrimidin-2-yl)piperazin-1-yl)propan-2-yl)carbamic acid tert-butyl ester